4-(1-aminocyclopropyl)-N-(2,2,2-trifluoroethyl)pyrimidin-2-amine NC1(CC1)C1=NC(=NC=C1)NCC(F)(F)F